FC([C@@H](CC)N)(F)F (R)-1-trifluoromethyl-1-propylamine